2-[1-(3-methylphenyl)-1H-pyrazol-4-yl]acetic acid CC=1C=C(C=CC1)N1N=CC(=C1)CC(=O)O